C(C)(C)C1(C2CC3CC(CC1C3)C2)OC(=O)COC(=O)C2C3C1C4C=CC(C1C(C2)C3)C4 8-(2-isopropyl-2-adamantyloxycarbonyl-methyloxycarbonyl)-tetracyclo[4.4.0.12,5.17,10]-3-dodecene